d-prolyl alcohol N1[C@H](CCC1)C(=O)O